CC1=NN(C(=C1)C)C1=NN(C(C=C1)=O)C1CC(N(CC1)C1=C(C=C2C(=N1)CCOC2)C#N)(F)F 2-[4-[3-(3,5-dimethylpyrazol-1-yl)-6-oxopyridazin-1-yl]-2,2-difluoropiperidin-1-yl]-7,8-dihydro-5H-pyrano[4,3-b]pyridine-3-carbonitrile